3-((5-(1-(2-amino-4-(1-isopropyl-4-(trifluoromethyl)-1H-imidazol-2-yl)benzyl)-1H-pyrazolo[3,4-d]pyrimidin-6-yl)-6-cyclopropylpyrimidin-4-yl)oxy)propanoic acid NC1=C(CN2N=CC=3C2=NC(=NC3)C=3C(=NC=NC3C3CC3)OCCC(=O)O)C=CC(=C1)C=1N(C=C(N1)C(F)(F)F)C(C)C